ClCCCCCCOCCOCCOCCOCCOCCOCCNC(CCC(=O)N1CCC(CC1)C1=NN(C=2C=CC=C(C12)C1=C(C=C2C=NN(C2=C1)C)F)CC(=O)NCC(=O)NCC(=O)OC)=O methyl (2-(3-(1-(29-chloro-4-oxo-8,11,14,17,20,23-hexaoxa-5-azanonacosanoyl)piperidin-4-yl)-5'-fluoro-1'-methyl-1H,1'H-[4,6'-biindazol]-1-yl)acetyl)glycylglycinate